8-fluoro-5-methyl-3-((6-methylpyridin-2-yl)methyl)-7-(morpholinomethyl)-3,5-dihydro-4H-pyridazino[4,5-b]indol-4-one FC1=CC=2C3=C(N(C2C=C1CN1CCOCC1)C)C(N(N=C3)CC3=NC(=CC=C3)C)=O